N-(3-(4-methylpiperazin-1-yl)phenyl)-7H-pyrrolo[2,3-d]pyrimidin-2-amine CN1CCN(CC1)C=1C=C(C=CC1)NC=1N=CC2=C(N1)NC=C2